Cl.N=1C=CN2C1CNCC2 5,6,7,8-tetrahydroimidazo[1,2-a]pyrazine hydrochloride